COC(C1=C(C(=C(C=C1)Br)Cl)C)=O bromo-3-chloro-2-methylbenzoic acid methyl ester